4-(4-(bis(4-fluorophenyl)methyl)piperazin-1-yl)-3-chloro-1,6-dimethyl-1,5-naphthyridin-2(1H)-one FC1=CC=C(C=C1)C(N1CCN(CC1)C1=C(C(N(C2=CC=C(N=C12)C)C)=O)Cl)C1=CC=C(C=C1)F